OC1CCN(C1)CC1=CC=C(C=C1)C1=C(N=CS1)C 4-hydroxy-N-(4-(4-methylthiazol-5-yl)benzyl)pyrrolidin